1-(6-(4-((1-(2-bromo-5-methoxy-4-nitrophenyl)piperidin-4-yl)methyl)piperazine-1-yl)-5-fluoro-1-methyl-1H-indazol-3-yl)dihydropyrimidine-2,4(1H,3H)-dione BrC1=C(C=C(C(=C1)[N+](=O)[O-])OC)N1CCC(CC1)CN1CCN(CC1)C1=C(C=C2C(=NN(C2=C1)C)N1C(NC(CC1)=O)=O)F